tert-Butyl 7-(5-chloro-6-isocyano-1-((2-(trimethylsilyl)ethoxy)methyl)-1H-indazol-3-yl)-5-methyl-3,4-Dihydroisoquinoline-2(1H)-carboxylate ClC=1C=C2C(=NN(C2=CC1[N+]#[C-])COCC[Si](C)(C)C)C1=CC(=C2CCN(CC2=C1)C(=O)OC(C)(C)C)C